NC=1N=C(C=C2C=C(N=CC12)NC(=O)C1C2CC(CC12)N1CCOCC1)C=1C=NC=CC1C (exo)-N-[8-amino-6-(4-methylpyridin-3-yl)-2,7-naphthyridin-3-yl]-3-(morpholine-4-yl)Bicyclo[3.1.0]Hexane-6-carboxamide